OCC=1OC2=C(C1)C=C(C(=C2)[N+](=O)[O-])OC=2C=C(C(=O)N(C)C)C=CC2 3-((2-(hydroxymethyl)-6-nitrobenzofuran-5-yl)oxy)-N,N-dimethylbenzamide